6-(4-methylpiperazin-1-yl)-4-(4-nitrophenoxy)-1,7-naphthyridine CN1CCN(CC1)C=1C=C2C(=CC=NC2=CN1)OC1=CC=C(C=C1)[N+](=O)[O-]